diisohexyl phthalate (diisohexylphthalate) C(CCC(C)C)C=1C(=C(C(C(=O)O)=CC1)C(=O)O)CCCC(C)C.C(C=1C(C(=O)OCCCC(C)C)=CC=CC1)(=O)OCCCC(C)C